4-chloro-2-(1-methylcyclobutyl)-6,7-dihydro-5H-cyclopenta[d]pyrimidine ClC=1C2=C(N=C(N1)C1(CCC1)C)CCC2